C1(=CC=CC=C1)[B-](C1=C(C(=C(C(=C1F)F)F)F)F)(C1=C(C(=C(C(=C1F)F)F)F)F)C1=C(C(=C(C(=C1F)F)F)F)F.OC1=CC=C(C=C1)[S+](CC1=CC=CC=C1)C 4-hydroxyphenyl-methyl-benzylsulfonium phenyl-tris(pentafluorophenyl)borate